CC=1C=CC=C2C=CC=C(C12)C1CCC2=C(NC(NC2=O)=S)O1 7-(8-methylnaphthalen-1-yl)-2-thioxo-1,2,3,5,6,7-hexahydro-4H-pyrano[2,3-d]pyrimidin-4-one